CN1CCC(CC1)C1=NNC=C1C=O (1-methyl-4-piperidyl)pyrazole-4-carbaldehyde